FC(C1=C(C=C(C=C1Cl)Cl)Cl)(F)F 2-trifluoromethyl-1,3,5-trichlorobenzene